(R)-N-(1-(1H-indol-4-yl)ethyl)-5-(azetidin-3-yloxy)-2-methylbenzamide N1C=CC2=C(C=CC=C12)[C@@H](C)NC(C1=C(C=CC(=C1)OC1CNC1)C)=O